C(C)N(CC)[AlH]N(CC)CC.[Na] sodium bis(diethylamino)aluminum hydride